N-(5-(3-fluorobenzyl)pyridin-2-yl)-5-hydroxy-1-methyl-1H-pyrazole-3-carboxamide FC=1C=C(CC=2C=CC(=NC2)NC(=O)C2=NN(C(=C2)O)C)C=CC1